(rac)-(1s,2r,3s)-3-((6-Chloropyridazin-3-yl)amino)cyclopentane-1,2-diol ClC1=CC=C(N=N1)N[C@@H]1[C@H]([C@H](CC1)O)O |r|